C(#N)C1=CC=2N(N=C1)C(=CC2)C2=CC(=C(C=N2)C2=NN=C(S2)N2C[C@H]1CC[C@@H](C2)C1NC(C)=O)NC N-((1R,5S,8s)-3-(5-(6-(3-cyanopyrrolo[1,2-b]pyridazin-7-yl)-4-(methylamino)pyridin-3-yl)-1,3,4-thiadiazol-2-yl)-3-azabicyclo[3.2.1]octan-8-yl)acetamide